trans-formamid C(=O)N